COC(C(=[N+]=[N-])C1=CC(=CC=C1)C(F)(F)F)=O 2-(3-trifluoromethyl-phenyl)-2-diazoacetic acid methyl ester